CO 3E-methanol